FC1=C(C=C(C(=C1)C)C1=CC(=NC(=C1)N1CCOCC1)C=1C=NN(C1)C)NC(=O)N1CC(=CC1)C(C(F)(F)F)(F)F N-(2-fluoro-4-methyl-5-[2-(1-methylpyrazol-4-yl)-6-(morpholin-4-yl)pyridin-4-yl]phenyl)-3-(1,1,2,2,2-pentafluoroethyl)-2,5-dihydropyrrole-1-carboxamide